5-[(1-cyclopropyl-3-piperidyl)methylamino]-N-(8-fluoro-2-methyl-imidazo[1,2-a]pyridin-6-yl)pyrazine-2-carboxamide C1(CC1)N1CC(CCC1)CNC=1N=CC(=NC1)C(=O)NC=1C=C(C=2N(C1)C=C(N2)C)F